N1(CCNCC1)C(=O)OC1=CCC2=C3C=CC4=CC=CC4=C3C=CC2=C1 1H-cyclopenta[a]phenanthren-3-yl piperazine-1-carboxylate